1-[3-(3-pyridinyl)-5-(trifluoromethyl)phenyl]-3-[4-(thieno[3,2-b]pyridin-7-yloxy)phenyl]-2,4-imidazolidinedione N1=CC(=CC=C1)C=1C=C(C=C(C1)C(F)(F)F)N1C(N(C(C1)=O)C1=CC=C(C=C1)OC1=C2C(=NC=C1)C=CS2)=O